C(C1=CC=CC=C1)NC(N(C1=NC=C(C=C1)C=1C=NN(C1)C)[C@@H]1CC[C@H](CC1)NC1=NC=C(C(=N1)N1CC=2N(CC1)N=CN2)C#N)=O 3-benzyl-1-(trans-4-((5-cyano-4-(5,6-dihydro[1,2,4]-triazolo[1,5-a]-pyrazine-7(8H)-yl)pyrimidin-2-yl)amino)cyclohexyl)-1-(5-(1-methyl-1H-pyrazol-4-yl)-pyridin-2-yl)urea